(4-amino-1-(5-(2-ethoxy-4-fluorophenyl)imidazo[2,1-b][1,3,4]thiadiazol-2-yl)piperidin-4-yl)methanol NC1(CCN(CC1)C1=NN2C(S1)=NC=C2C2=C(C=C(C=C2)F)OCC)CO